ClC=1C(=NC=CC1C1=C(C(=CC=C1)NC1=C(C(=C(C=C1)F)CNCCO)F)Cl)C1=CC(=C(CN(C(OC(C)(C)C)=O)C[C@H]2NC(CC2)=O)C=C1)OC tert-butyl (S)-(4-(3-chloro-4-(2-chloro-3-((2,4-difluoro-3-(((2-hydroxyethyl)amino)methyl)phenyl)amino)phenyl)pyridin-2-yl)-2-methoxybenzyl)((5-oxopyrrolidin-2-yl)methyl)carbamate